CC1=C(CSC2=C(C=CC=C2)Br)C=CC(=C1)C (2-bromophenyl) (2,4-dimethylbenzyl) sulfide